COC1=CC=C(C=C1)C=1OC(=CN1)C=O 2-(4-methoxyphenyl)oxazole-5-carbaldehyde